16-(3-(2-((tert-butoxycarbonyl)amino)ethoxy)propanoyl)-13,19-dimethyl-14,18-dioxo-4,7,10,22,25,28-hexaoxa-13,16,19-triazahentriacontanedioic acid C(C)(C)(C)OC(=O)NCCOCCC(=O)N(CC(N(CCOCCOCCOCCC(=O)O)C)=O)CC(N(CCOCCOCCOCCC(=O)O)C)=O